(3S,4S)-1-(4-((((2S,5S)-4-hexyl-3,6-dioxo-5-pentylpiperazin-2-yl)methyl)carbamoyl)benzoyl)-N3,N4-bis((1S,2R)-2-phenylcyclopropyl)pyrrolidine-3,4-dicarboxamide C(CCCCC)N1C([C@@H](NC([C@@H]1CCCCC)=O)CNC(=O)C1=CC=C(C(=O)N2C[C@H]([C@@H](C2)C(=O)N[C@@H]2[C@H](C2)C2=CC=CC=C2)C(=O)N[C@@H]2[C@H](C2)C2=CC=CC=C2)C=C1)=O